1-(pyridin-2-yl)piperidin-4-one N1=C(C=CC=C1)N1CCC(CC1)=O